dicyclohexyl-1,5-pentanediamine C1(CCCCC1)C(CCN)(CCN)C1CCCCC1